4-((1H-indol-4-yl)amino)-7-fluoro-1H-indole-2-carboxylic acid ethyl ester C(C)OC(=O)C=1NC2=C(C=CC(=C2C1)NC1=C2C=CNC2=CC=C1)F